(2S)-2-[[(3S)-5-chloro-8-Hydroxy-3-(hydroxymethyl)-1-oxo-3,4-dihydroisochromene-7-carbonyl]amino]-3-phenylpropionic acid ClC1=C2C[C@H](OC(C2=C(C(=C1)C(=O)N[C@H](C(=O)O)CC1=CC=CC=C1)O)=O)CO